N2-[7-[1-(2-methoxyethyl)-2,3,4,7-tetrahydroazepin-5-yl]-1,3-benzodioxol-5-yl]-N4,6-dimethyl-pyrimidine-2,4-diamine COCCN1CCCC(=CC1)C1=CC(=CC2=C1OCO2)NC2=NC(=CC(=N2)NC)C